5-bromo-7-((1S,2S)-2-(1-(2,2,2-trifluoroethyl)-1H-indazol-6-yl)cyclopropyl)pyrazolo[1,5-a]pyrimidine BrC1=NC=2N(C(=C1)[C@@H]1[C@H](C1)C1=CC=C3C=NN(C3=C1)CC(F)(F)F)N=CC2